CC=1C(NC(NC1)SCC(=O)C1=CC2=C(NC(CCC2)=O)C=C1)=O 7-(2-((5-methyl-4-oxo-1,2,3,4-tetrahydropyrimidin-2-yl)thio)acetyl)-1,3,4,5-tetrahydro-2H-benzo[b]azepin-2-one